O1C(CCCC1)N1N=CC(=C1)C1=NOC(=C1)CC=1OC(=CN1)C(=O)O 2-((3-(1-(tetrahydro-2H-pyran-2-yl)-1H-pyrazol-4-yl)isoxazol-5-yl)methyl)oxazole-5-carboxylic acid